C1(CC1)OC1=CC(=C(C=C1)[N+](=O)[O-])C 4-(Cyclopropoxy)-2-methyl-1-nitrobenzene